BrC=1N=C(N2C1[C@H](NCC2)C)C2=NC(=NS2)C (R)-5-(1-bromo-8-methyl-5,6,7,8-tetrahydroimidazo[1,5-a]pyrazin-3-yl)-3-Methyl-1,2,4-thiadiazole